NC=1SC2=C(N1)C=CC(=C2)C=2C=CC(=C(C2)NC(=O)N2OCC[C@H]2C2=CC=CC=C2)C (S)-N-(5-(2-aminobenzo[d]thiazol-6-yl)-2-methylphenyl)-3-phenylisoxazolidine-2-carboxamide